7-(trifluoromethyl)chroman-4-ol FC(C1=CC=C2C(CCOC2=C1)O)(F)F